C(=O)C1=CN=C(S1)N1N=CN=C1[C@H](C)NC(OCCCC)=O butyl N-[(1S)-1-[2-(5-formylthiazol-2-yl)-1,2,4-triazol-3-yl]ethyl]carbamate